2-(((2-chloro-4-methylpyridin-3-yl)methyl)thio)-3,5,6,7-tetrahydro-4H-cyclopenta[d]pyrimidin-4-one ClC1=NC=CC(=C1CSC=1NC(C2=C(N1)CCC2)=O)C